N-(2-(2,6-dioxopiperidin-3-yl)-1-oxoisoindolin-5-yl)-3-phenylazetidine-1-carboxamide O=C1NC(CCC1N1C(C2=CC=C(C=C2C1)NC(=O)N1CC(C1)C1=CC=CC=C1)=O)=O